C1=CC=CC=2C3=CC=CC=C3C(C12)COC(=O)N([C@@H](CCCCN)C(=O)O)C(=O)OC(C)(C)C N2-(((9H-fluoren-9-yl)methoxy)carbonyl)-N-(tert-butoxycarbonyl)-L-lysine